COC=1C=C(CN(C=2SC=C(N2)COCCN2C(C=CC=C2)=O)CC2=CC(=CC=C2)OC)C=CC1 1-(2-((2-(bis(3-methoxybenzyl)amino)thiazol-4-yl)methoxy)ethyl)pyridin-2(1H)-one